beta-mannosyl-glyceramide [C@@H]1([C@@H](O)[C@@H](O)[C@H](O)[C@H](O1)CO)C(C(=O)N)(O)CO